6-chloro-2-hydroxy-N-methoxy-N-methyl-3-(2-((R)-1-((2R,5R)-5-methyltetrahydrofuran-2-yl)propylamino)-3,4-dioxocyclobut-1-enylamino)benzenesulfonamide ClC1=CC=C(C(=C1S(=O)(=O)N(C)OC)O)NC1=C(C(C1=O)=O)N[C@H](CC)[C@@H]1O[C@@H](CC1)C